FC(OC1=C(C=C(C=C1)OC1=CC=CC=C1)C1=C(C=NN1COCC[Si](C)(C)C)NC(=O)C=1C=NN2C1N=CC=C2)F N-(5-(2-(difluoromethoxy)-5-phenoxyphenyl)-1-((2-(trimethylsilyl)ethoxy)methyl)-1H-pyrazol-4-yl)pyrazolo[1,5-a]pyrimidine-3-carboxamide